CC1=NC(=NC=C1C1(CCC1)N1N=CC(=C1)[N+](=O)[O-])N1C([C@@H]2C[C@@H]2C1)=O (1R,5S)-3-(4-Methyl-5-(1-(4-nitro-1H-pyrazol-1-yl)cyclobutyl)pyrimidin-2-yl)-3-azabicyclo[3.1.0]hexan-2-one